3-acetyl-2-(4-((2,6-dimethylmorpholino)methyl)piperidin-1-yl)benzonitrile C(C)(=O)C=1C(=C(C#N)C=CC1)N1CCC(CC1)CN1CC(OC(C1)C)C